NC=1C=C2C(=CC(N(C2=CC1)CCN1C(CCC1=O)=O)=O)NC(C)C1=NC=CC=N1 1-[2-[6-amino-2-oxo-4-(1-pyrimidin-2-ylethylamino)-1-quinolyl]ethyl]pyrrolidine-2,5-dione